C(C1=CC=CC=C1)N1N=C2C(=N1)C=CC=C2C(=O)N 2-benzyl-2H-1,2,3-benzotriazole-4-carboxamide